C(=O)(O)C(CC=1C=CC2=C(C(=CO2)CN(CC=2C=C(C=CC2)CC(C(=O)O)C2CNCC2)CC=2C=C(C=CC2)CC(C(=O)O)C2CNCC2)C1)C1CNCC1 3,3'-(((((5-(2-carboxy-2-(pyrrolidin-3-yl)ethyl)benzofuran-3-yl)methyl)azanediyl)bis(methylene))bis(3,1-phenylene))bis(2-(pyrrolidin-3-yl)propanoic acid)